25-Heptacosenoic acid C(CCCCCCCCCCCCCCCCCCCCCCCC=CC)(=O)O